ClC1=C(C(=CC=C1Cl)O)[C@H]1CC(CN1)CC(=O)N 2-[(5R)-5-(2,3-dichloro-6-hydroxyphenyl)pyrrolidin-3-yl]Acetamide